C(C)(C)(C)C1=NN(C(=C1)NC(OC1=CC=CC=C1)=O)C1=CC=C(C=C1)C phenyl (3-(tert-butyl)-1-(p-tolyl)-1H-pyrazol-5-yl)carbamate